FC(C=1C=C(C=CC1F)C=1C=C(C=NC1)CN1C(OC[C@@H]1C(C)C)=O)F (4S)-3-[[5-[3-(Difluoromethyl)-4-fluoro-phenyl]-3-pyridyl]methyl]-4-isopropyl-oxazolidin-2-one